3-methyl-5-phenylpent-1-yn-3-ol CC(C#C)(CCC1=CC=CC=C1)O